COC(=O)C12CC(C1)(C2)N.C(/C2=CC=CC=C2)=C(\C=CC=O)/CCCCCC 4-((E)-benzylidene)dec-2-enal methyl-3-aminobicyclo[1.1.1]pentane-1-carboxylate